2-[1-[2-[4-[2-[4-[2-[2-[4-(hydroxymethyl)phenyl]acetyl]oxyethyl]-1-piperidyl]acetyl]piperazin-1-yl]-2-oxo-ethyl]-4-piperidyl]ethyl 2-[4-(hydroxymethyl)phenyl]acetate OCC1=CC=C(C=C1)CC(=O)OCCC1CCN(CC1)CC(=O)N1CCN(CC1)C(CN1CCC(CC1)CCOC(CC1=CC=C(C=C1)CO)=O)=O